2-(3,5-di-tert-butyl-4-hydroxybenzyl)-2-n-butylmalonate C(C)(C)(C)C=1C=C(CC(C(=O)[O-])(C(=O)[O-])CCCC)C=C(C1O)C(C)(C)C